C[C@H]1N(CC=2N(C1)N=C(C2)C2=CC=C(C=C2)C(F)(F)F)C(=O)OC(C)(C)C tert-butyl (6R)-6-methyl-2-[4-(trifluoromethyl)phenyl]-6,7-dihydropyrazolo[1,5-a]pyrazine-5(4H)-carboxylate